6-(2-[1,3]dioxolan-2-yl-ethyl)-8-methyl-2-thieno[2,3-c]pyridin-5-yl-3-(2-trimethylsilyl-ethoxymethyl)-3H-quinazolin-4-one O1C(OCC1)CCC=1C=C2C(N(C(=NC2=C(C1)C)C=1C=C2C(=CN1)SC=C2)COCC[Si](C)(C)C)=O